BrC1=CC2=C(N=C(N=C2)NC2=CC=C(C=N2)N(C(C)=O)C)N(C1=O)C1CCCC1 N-[6-(6-Bromo-8-cyclopentyl-7-oxo-7,8-dihydro-pyrido[2,3-d]pyrimidin-2-ylamino)-pyridin-3-yl]-N-methyl-acetamide